N1N=CC2=CC(=CC=C12)NC1=NC(=NC(=C1)OCCN(C)C)C=1C=CC2=C(SC(=C2)C(=O)NC2=CN=NC=C2)C1 6-(4-((1H-indazol-5-yl)amino)-6-(2-(dimethyl-amino)ethoxy)-pyrimidin-2-yl)-N-(pyridazin-4-yl)benzo[b]-thiophene-2-carboxamide